3-(3-(1-cyano-1-(2-(2-fluoro-5-((4,6,7-trifluoro-1H-indol-5-yl-3-d)oxy)phenyl)-1H-imidazol-4-yl)ethyl-2,2,2-d3)-5-fluorophenyl)propanoic acid C(#N)C(C([2H])([2H])[2H])(C=1N=C(NC1)C1=C(C=CC(=C1)OC=1C(=C2C(=CNC2=C(C1F)F)[2H])F)F)C=1C=C(C=C(C1)F)CCC(=O)O